FC(C=1SC(=CN1)CP(OCC)(OCC)=O)(F)F Diethyl [2-(trifluoromethyl)-1,3-thiazol-5-yl]methylphosphonate